(S)-6-amino-2-[(S)-6-tert-butoxycarbonylamino-2-(9H-fluoren-9-ylmethoxycarbonylamino)-hexanoylamino]-hexanoic acid tert-butyl ester C(C)(C)(C)OC([C@H](CCCCN)NC([C@H](CCCCNC(=O)OC(C)(C)C)NC(=O)OCC1C2=CC=CC=C2C=2C=CC=CC12)=O)=O